BrC1=NN2C(C(NCC2)=O)=C1NC1=C(C(=CC=C1)F)OC 2-bromo-3-[(3-fluoro-2-methoxyphenyl)amino]-5H,6H,7H-pyrazolo[1,5-a]pyrazin-4-one